N-((1S,4S)-4-Acrylamidocyclohexyl)-5-(2-methyl-4-phenoxyphenyl)-4-oxo-4,5-dihydro-3H-1-thia-3,5,8-triazaacenaphthylene-2-carboxamide C(C=C)(=O)NC1CCC(CC1)NC(=O)C=1SC=2N=CC=C3N(C(NC1C23)=O)C2=C(C=C(C=C2)OC2=CC=CC=C2)C